ClC=1N=C(C2=C(N1)C(=C(S2)CN(C)CC2=CC=C(C=C2)C=2C=C1CC[C@@H](N(C1=CC2)C(C)=O)C)C)N2CCOCC2 (S)-1-(6-(4-((((2-chloro-7-methyl-4-morpholinothieno[3,2-d]pyrimidin-6-yl)methyl)(methyl)amino)methyl)phenyl)-2-methyl-3,4-dihydroquinolin-1(2H)-yl)ethan-1-one